4-(2,6-dimethylphenyl)-6-methylsulfanyl-pyrimidin-2-amine CC1=C(C(=CC=C1)C)C1=NC(=NC(=C1)SC)N